trans-4-((3-(1-cyclopropyl-1H-pyrazol-4-yl)phenyl)((trans-4-(4-methoxy-3-methylphenyl)cyclohexyl)methyl)carbamoyl)cyclohexanecarboxylic acid methyl ester COC(=O)[C@@H]1CC[C@H](CC1)C(N(C[C@@H]1CC[C@H](CC1)C1=CC(=C(C=C1)OC)C)C1=CC(=CC=C1)C=1C=NN(C1)C1CC1)=O